2-(4-((tert-butyldimethylsilyl)oxy)-2-methylbutan-2-yl)-3,5-dimethylphenol [Si](C)(C)(C(C)(C)C)OCCC(C)(C)C1=C(C=C(C=C1C)C)O